(R)-N-(4-(2-((1-(2-amino-3-hydroxypropyl)-1H-pyrazol-4-yl)amino)pyrimidin-4-yl)-2-methylbenzyl)-2-(tert-butyl)thiazole-5-carboxamide N[C@H](CN1N=CC(=C1)NC1=NC=CC(=N1)C1=CC(=C(CNC(=O)C2=CN=C(S2)C(C)(C)C)C=C1)C)CO